NC1=CC=C(OC2=CC=C(C=C2)B(O)O)C=C1 [4-(4-aminophenoxy)phenyl]boronic acid